The molecule is a 3beta-sterol that is methyl-5alpha-ergosta-8,14,24(28)-trien-3beta-ol carrying an additional 4alpha-methyl substituent. It has a role as a mouse metabolite. It is a 3beta-sterol and a Delta(14) steroid. It derives from a hydride of a 5alpha-ergostane. C[C@H]1[C@@H]2CCC3=C([C@]2(CC[C@@H]1O)C)CC[C@]4(C3=CC[C@@H]4[C@H](C)CCC(=C)C(C)C)C